(R)-3-(((6-((4-(cyclopropylmethyl)phenyl)(methyl)amino)-1,2,3,4-tetrahydroisoquinolin-1-yl)methyl)amino)isonicotinic acid C1(CC1)CC1=CC=C(C=C1)N(C=1C=C2CCN[C@H](C2=CC1)CNC1=C(C(=O)O)C=CN=C1)C